C(C)(=O)OC(COC1=C(C=C(C=C1Cl)C(C)(C)C1=CC=C(C=C1)OCC(CNS(=O)(=O)C)OC(C)=O)Cl)CCl 1-(4-(2-(4-(2-acetoxy-3-(methylsulfonamido)propoxy)phenyl) propan-2-yl)-2,6-dichlorophenoxy)-3-chloropropan-2-yl acetate